sulfoethyl methacrylate ammonium salt [NH4+].C(C(=C)C)(=O)OCCS(=O)(=O)[O-]